((S)-(2-(((3S,6S,9aS)-3-(3-(4-(dimethylamino)pyridin-3-yl)azetidine-1-carbonyl)-5-oxooctahydro-1H-pyrrolo[1,2-a]azepin-6-yl)carbamoyl)benzo[b]thiophen-5-yl)fluoromethyl)phosphonic acid CN(C1=C(C=NC=C1)C1CN(C1)C(=O)[C@@H]1CC[C@H]2N1C([C@H](CCC2)NC(=O)C2=CC1=C(S2)C=CC(=C1)[C@@H](F)P(O)(O)=O)=O)C